2-(diphenyl-phosphoryl)acetic acid C1(=CC=CC=C1)P(=O)(C1=CC=CC=C1)CC(=O)O